(1R,5S)-3-methyl-N-(6-(pyridin-4-yl)pyrrolo[1,2-c]pyrimidin-3-yl)-3-azabicyclo[3.1.0]hexane-6-carboxamide CN1C[C@H]2C([C@H]2C1)C(=O)NC1=CC=2N(C=N1)C=C(C2)C2=CC=NC=C2